(S)-4-(tert-butoxycarbonyl)-4-azaspiro[2.4]heptane-5-carboxylic acid C(C)(C)(C)OC(=O)N1C2(CC2)CC[C@H]1C(=O)O